ClC=1N=CC2=C(C=CC(=C2C1)C(C)C)N1[C@@H]([C@H](C1)C[S@@](=O)C(C)C)C 3-chloro-5-isopropyl-8-((2R,3S)-3-(((R)-isopropylsulfinyl)methyl)-2-methylazetidin-1-yl)isoquinoline